NC=1C=CC2=C(O[C@@H](C(N2C)=O)CCC(=O)O)C1 |r| (rac)-3-(7-amino-4-methyl-3-oxo-3,4-dihydro-2H-benzo[b][1,4]oxazin-2-yl)propanoic acid